C1(=CC=CC=C1)C(C(C1=CC=CC=C1)O)O diphenyl-ethylene glycol